1-(3-(3-(1H-pyrazol-1-yl)quinoxaline-6-carbonyl)-2-fluorophenyl)-3-(4-chloro-3-fluorophenyl)urea N1(N=CC=C1)C=1C=NC2=CC=C(C=C2N1)C(=O)C=1C(=C(C=CC1)NC(=O)NC1=CC(=C(C=C1)Cl)F)F